ONS(=O)(=O)C1=C(C=C(S1)C(=O)OC)C Methyl 5-(hydroxysulfamoyl)-4-methylthiophene-2-carboxylate